C(C)C1(NC(N(C(C1)=O)[C@@H]1C[C@@H](C2=CC=C(C=C12)C(=O)N[C@H]1[C@@H](C(OC2=CC=CC=C12)(C)C)O)OC)=N)CC (1S,3R)-3-(4,4-diethyl-2-imino-6-oxo-hexahydropyrimidin-1-yl)-N-[(3S,4R)-3-hydroxy-2,2-dimethyl-chroman-4-yl]-1-methoxy-indane-5-carboxamide